C(C1=CC=CC=C1)(C1=CC=CC=C1)N1CCN(CC1)CC(COCCOC1=CC(=C(C=C1)C)C)O 1-(4-benzhydrylpiperazin-1-yl)-3-[2-(3,4-dimethylphenoxy)ethoxy]propan-2-ol